3-hydroxy-6-(2-hydroxypropan-2-yl)-3-[4-(trifluoromethoxy)phenyl]-2,3-dihydro-1H-isoindol-1-one OC1(NC(C2=CC(=CC=C12)C(C)(C)O)=O)C1=CC=C(C=C1)OC(F)(F)F